FC1=C(C=CC=C1B1OC(C(O1)(C)C)(C)C)C1=C(C(N(C(N1C)=O)C)=O)C(=O)N (2-fluoro-3-(4,4,5,5-tetramethyl-1,3,2-dioxaborolan-2-yl)phenyl)-1,3-dimethyl-2,4-dioxo-1,2,3,4-tetrahydropyrimidine-5-carboxamide